7-bromo-8-methylimidazo[1,5-a]quinoxalin-4(5H)-one BrC=1C=C2NC(C=3N(C2=CC1C)C=NC3)=O